(1R,2S,3R,5R)-3-(4-(methylamino)-7H-pyrrolo[2,3-d]pyrimidin-7-yl)-5-((3-(((2-(naphthalen-2-yl)ethyl)amino)methyl)azetidin-1-yl)methyl)cyclopentane-1,2-diol CNC=1C2=C(N=CN1)N(C=C2)[C@H]2[C@@H]([C@@H]([C@H](C2)CN2CC(C2)CNCCC2=CC1=CC=CC=C1C=C2)O)O